[(1S)-2-[2-[2-[4-[5-[tert-butyl(dimethyl)silyl]oxy-1-tetrahydropyran-2-yl-indazol-3-yl]pyrazol-1-yl]-2-fluoro-ethoxy]ethoxy]-1-methyl-ethyl] methanesulfonate CS(=O)(=O)O[C@H](COCCOCC(F)N1N=CC(=C1)C1=NN(C2=CC=C(C=C12)O[Si](C)(C)C(C)(C)C)C1OCCCC1)C